C(C)(C)(C)[SiH2]OC(C1=CC(=NC=C1)N)(C)C 4-(tert-butyl-dimethyl-silanyloxymethyl)-pyridin-2-ylamine